2-chloro-9-cyclopentyl-7-ethylidene-5-methyl-5,7,8,9-tetrahydro-6H-pyrimido[4,5-b][1,4]diazepin-6-one ClC=1N=CC2=C(N(CC(C(N2C)=O)=CC)C2CCCC2)N1